5-(cyclopropyl(methyl)amino)-N-((5-(pyrazolo[1,5-a]pyridin-5-yl)-2,3-dihydro-1H-inden-4-yl)carbamoyl)pyridine-3-sulfonamide C1(CC1)N(C=1C=C(C=NC1)S(=O)(=O)NC(NC1=C2CCCC2=CC=C1C1=CC=2N(C=C1)N=CC2)=O)C